BrC=1C=C(C2=C(N(C(=N2)C(C)(C)O)C(C)C)C1)F 2-(6-bromo-4-fluoro-1-isopropyl-benzimidazol-2-yl)propan-2-ol